methyl (S)-3-(4-(((S)-7-(hydroxymethyl)-2,3-dihydrobenzo[b][1,4]dioxin-2-yl) methoxy) phenyl)-4-hexynoate OCC=1C=CC2=C(O[C@H](CO2)COC2=CC=C(C=C2)[C@H](CC(=O)OC)C#CC)C1